C(C1=CC=CC=C1)OC1=C(C=C2CCN=C(C2=C1)CC1=CNC2=CC=C(C=C12)OC)OC 7-(Benzyloxy)-6-methoxy-1-((5-methoxy-1H-indol-3-yl)methyl)-3,4-dihydroisoquinoline